ClC1=CC=C(C=N1)NC1=NC=CC2=CC(=CC=C12)OCC=1OC(=NN1)C N-(6-chloropyridin-3-yl)-6-((5-methyl-1,3,4-oxadiazol-2-yl)methoxy)isoquinolin-1-amine